BrC1=CC=C(CN2C=CC=3C(=NC=C(C32)C(=O)OCC)OC)C=C1 ethyl 1-(4-bromobenzyl)-4-methoxy-1H-pyrrolo[3,2-c]pyridine-7-carboxylate